FC12C(C(C(C(C2(C(C(C(C1(F)F)(F)F)(F)F)(F)F)F)(F)F)(F)F)(F)F)(F)F octadecafluorodecahydronaphthalene